1-[6-methyl-4-(trifluoromethyl)pyridin-2-yl]-1H,2H,3H-[1,3]diazolo[1,5-a]imidazole-2-carboxylic acid CC1=CC(=CC(=N1)N1C=2N(CC1C(=O)O)C=NC2)C(F)(F)F